FC1=CC=C(C=C1)S(=O)(=O)N1CC2=C(C1)CN(C2)C(=O)NCC=2OC=CC2 5-(4-Fluorobenzenesulfonyl)-N-(furan-2-ylmethyl)-1H,2H,3H,4H,5H,6H-pyrrolo[3,4-c]pyrrole-2-carboxamide